1-(3-chloro-2-fluorobenzyl)-4-((6-fluoro-3-((5-methyl-1H-pyrazol-3-yl)amino)-1,2,4-triazin-5-yl)methyl)piperidine-4-carboxylic acid ClC=1C(=C(CN2CCC(CC2)(C(=O)O)CC=2N=C(N=NC2F)NC2=NNC(=C2)C)C=CC1)F